(S)-3-{[3-(4-Fluorophenyl)-4-(6-phenylfuro[2,3-d]pyrimidin-4-yl)-1H-pyrazol-1-yl]methyl}-1λ6-thiolane-1,1-dione FC1=CC=C(C=C1)C1=NN(C=C1C=1C2=C(N=CN1)OC(=C2)C2=CC=CC=C2)C[C@H]2CS(CC2)(=O)=O